C1(=CC=CC=C1)C(C1=CC=CC=C1)=NC1=CC(=C(C=C1)CN(C)C)C(F)(F)F 4-((diphenylmethylene)amino)-2-(trifluoromethyl)phenyl-N,N-dimethylmethylamine